O=C1NC(CCC1N1C(C2=C3C(C(=CC=C13)CC=1C=NN(C1)C1(CCN(CC1)C(=O)OC(C)(C)C)C)=CC=C2)=O)=O tert-butyl 4-[4-[[1-(2,6-dioxo-3-piperidyl)-2-oxo-benzo[cd]indol-6-yl]methyl]pyrazol-1-yl]-4-methyl-piperidine-1-carboxylate